5-bromo-N-methoxy-N-methyl-pyridine-3-carboxamide BrC=1C=C(C=NC1)C(=O)N(C)OC